4-(6-chloro-4-(6,6-difluoro-1,4-diazepan-1-yl)-8-fluoro-2-(((S)-1-methylpyrrolidin-2-yl)methoxy)quinazolin-7-yl)benzo[d]oxazol-2-ol ClC=1C=C2C(=NC(=NC2=C(C1C1=CC=CC2=C1N=C(O2)O)F)OC[C@H]2N(CCC2)C)N2CCNCC(C2)(F)F